5-[(2S,6R)-4-[7-(2,4-difluorophenyl)-2-(dimethylamino)thiazolo[4,5-d]pyrimidin-5-yl]-6-methyl-morpholin-2-yl]-1-(methylamino)pyridin-2-one FC1=C(C=CC(=C1)F)C=1C2=C(N=C(N1)N1C[C@@H](O[C@@H](C1)C)C=1C=CC(N(C1)NC)=O)N=C(S2)N(C)C